2-(trans-4-(((trans-4-(3-Cyano-4-methoxyphenyl)cyclohexyl)methyl)(3-(1-cyclopropyl-1H-pyrazol-4-yl)phenyl)carbamoyl)cyclohexyl)acetic acid C(#N)C=1C=C(C=CC1OC)[C@@H]1CC[C@H](CC1)CN(C(=O)[C@@H]1CC[C@H](CC1)CC(=O)O)C1=CC(=CC=C1)C=1C=NN(C1)C1CC1